C(C)OC(CC1=C(C=CC=C1)CC(=O)O)=O 2-(2-(2-ethoxy-2-oxoethyl)phenyl)acetic acid